dimethylcarbamodithioic acid CN(C(=S)S)C